FC1(CN(C1)C=1C=C2C(=CC=NC2=CC1)NC1=CC=C(C=C1)C1=NC2=C(N1)C=CC(=C2)NC2=CC(=NC=C2)C)F 6-(3,3-Difluoroazetidin-1-yl)-N-(4-(5-(2-methylpyridin-4-ylamino)-1H-benzo[d]imidazol-2-yl)phenyl)quinolin-4-amine